C(C)OC(CCCCCCCC(=O)OCC)=O Diethylazelat